methyl 8-methyl-2-[(6-methylpyridin-2-yl)methyl]-4,5-dihydro-2H-furo[2,3-g]indazole-7-carboxylate CC1=C(OC=2CCC3=CN(N=C3C21)CC2=NC(=CC=C2)C)C(=O)OC